BrC1=NN2C(NC=C(C2=O)C(=O)OCC)=C1 ethyl 2-bromo-7-oxo-4H-pyrazolo[1,5-a]pyrimidine-6-carboxylate